(2-(3,4-dichlorophenyl)oxazole-5-yl)methanol ClC=1C=C(C=CC1Cl)C=1OC(=CN1)CO